CC1=C(C=C)C=CC(=C1)C(C)C 2-methyl-4-isopropylstyrene